ClC1=C(C(=CC=C1)Cl)CC(=O)NC1=CN=NC(=C1)NC1=CC(=C(C=C1)F)F 2-(2,6-dichlorophenyl)-N-[6-(3,4-difluoroanilino)pyridazin-4-yl]acetamide